2,12-di-tert-butyl-N,N,5,9-tetrakis(4-(tert-butyl)phenyl)-5,9-dihydro-5,9-diaza-13b-boranaphtho[3,2,1-de]anthracen-7-amine C(C)(C)(C)C=1C=CC=2N(C=3C=C(C=C4N(C=5C=CC(=CC5B(C34)C2C1)C(C)(C)C)C1=CC=C(C=C1)C(C)(C)C)N(C1=CC=C(C=C1)C(C)(C)C)C1=CC=C(C=C1)C(C)(C)C)C1=CC=C(C=C1)C(C)(C)C